(R)-(4-((1-(3-(difluoromethyl)-2-fluorophenyl)ethyl)amino)-6-(dimethylphosphoryl)-2-methyl tert-Butyl quinazolin-7-yl)carbamate FC(C=1C(=C(C=CC1)[C@@H](C)NC1=NC(=NC2=CC(=C(C(=C12)C(C)(C)C)P(=O)(C)C)NC([O-])=O)C)F)F